6-(bromomethyl)-3-(3,5-dimethoxybenzyl)-8-(1-methyl-3-(trifluoromethyl)-1H-pyrazol-4-yl)quinazolin-4(3H)-one BrCC=1C=C2C(N(C=NC2=C(C1)C=1C(=NN(C1)C)C(F)(F)F)CC1=CC(=CC(=C1)OC)OC)=O